The molecule is a metabolite isolated from morels (e.g. Morchella costata) and red algae (e.g. Gracilariopsis lemaneiformis). It has a role as an algal metabolite. C1C=CC(=O)C(O1)(CO)O